C(C1=CC=CC=C1)OC(CC=1C=C(C=O)C=CC1)CC=1C=C(C=O)C=CC1 3,3'-(2-(benzyloxy)propane-1,3-diyl)dibenzaldehyde